CCCCCC/C=C/C=O 2-trans-nonenal